C(=CC1=CC=CC=C1)OC=CC1=CC=CC=C1 styrylether